C1(CC1)C1=C(C(=NO1)C(C1CC1)C1CC1)C1=CC2(C1)CCN(CC2)C=2C=C1C(=CC=NC1=CC2)C(F)(F)F 6-(2-(5-Cyclopropyl-3-(dicyclopropylmethyl)isoxazol-4-yl)-7-azaspiro[3.5]non-1-en-7-yl)-4-(trifluoromethyl)chinolin